N1=C(C=CC=C1)OC=1C=C(C=CC1)C1=NOC(C1)C(=O)OCC ethyl 3-[3-(pyridin-2-yloxy)phenyl]-4,5-dihydro-1,2-oxazole-5-carboxylate